C1(=CC(=CC=C1)C[C@]1(C[C@H](CC1)NS(=O)(=O)C)C(=O)NCC(F)(F)F)C1=CC=CC=C1 |o1:7,9| (1R*,3S*)-1-([1,1'-biphenyl]-3-ylmethyl)-3-(methylsulfonamido)-N-(2,2,2-trifluoroethyl)cyclopentane-1-carboxamide